FC1(CN(CC1)C1=NC=CC(=C1NC(=O)C1CCC(CC1)C)C1=CC=NN1)F (1r,4r)-N-(2-(3,3-difluoropyrrolidin-1-yl)-4-(1H-pyrazol-5-yl)pyridin-3-yl)-4-methylcyclohexane-1-carboxamide